(dimethylamino)di(ethoxyethyl)vinylsilane methyl-(2S)-2-[[(2S)-4-methyl-2-(2-naphthylsulfonylamino)pentanoyl]amino]-3-[(3S)-2-oxopyrrolidin-3-yl]propanoate COC([C@H](C[C@H]1C(NCC1)=O)NC([C@H](CC(C)C)NS(=O)(=O)C1=CC2=CC=CC=C2C=C1)=O)=O.CN(C)[SiH2]C=C(CCOCC)CCOCC